1-(2-aminoethyl)-5-(trifluoromethyl)-1H-pyrrolo[3,2-b]pyridine-2-carboxylic acid ethyl ester hydrochloride Cl.C(C)OC(=O)C1=CC2=NC(=CC=C2N1CCN)C(F)(F)F